Methyl (E)-3-(3-((4-methylbenzyl)carbamoyl)-5-(2-phenylpropyl)phenyl)acrylate CC1=CC=C(CNC(=O)C=2C=C(C=C(C2)CC(C)C2=CC=CC=C2)/C=C/C(=O)OC)C=C1